CN(C)CC1=CC=CN1 N,N-dimethyl-1-(1H-pyrrol-2-yl)methanamine